COC1=NC=CC(=N1)C1=CC=C(C=C1)[C@@H](C)N1N=CC2=C(C=CC(=C12)C(=O)NC1CC2(CC(C2)C(=O)O)C1)C#CC (R)-6-(1-(1-(4-(2-methoxypyrimidin-4-yl)phenyl)ethyl)-4-(propane-1-yn-1-yl)-1H-indazole-7-carboxamido)spiro[3.3]heptane-2-carboxylic acid